C(N)(=O)C1=C(C(=CC(=C1)I)F)NC(=O)C=1N(N=C(C1)C(F)(F)F)C1=NC=CC=C1Cl N-(2-carbamoyl-6-fluoro-4-iodo-phenyl)-2-(3-chloro-2-pyridyl)-5-(trifluoromethyl)pyrazole-3-carboxamide